ClC1=CC(=C(C=C1)N1CC2(CN(C2)C2=C(N)C=CC=C2)C1)F 2-(6-(4-chloro-2-fluorophenyl)-2,6-diazaspiro[3.3]heptan-2-yl)aniline